1,1-dioxo-2,3-dihydro-1lambda6,5-benzothiazepin-4-one O=S1(CCC(NC2=C1C=CC=C2)=O)=O